2-(4-(3,5-dimethylphenoxy)phenyl)-6-hydroxy-4H-chromen-4-one CC=1C=C(OC2=CC=C(C=C2)C=2OC3=CC=C(C=C3C(C2)=O)O)C=C(C1)C